3-Bromo-1H-indole BrC1=CNC2=CC=CC=C12